1-(5-bromo-2-(methylsulfonyl)phenyl)propane-1,3-diamine BrC=1C=CC(=C(C1)C(CCN)N)S(=O)(=O)C